(S)-methyl 2-(3-(5-(trifluoromethyl)pyridin-2-yloxy)pyrrolidin-1-yl)benzoate FC(C=1C=CC(=NC1)O[C@@H]1CN(CC1)C1=C(C(=O)OC)C=CC=C1)(F)F